Cl.COC(=O)C=1N=CC2=CC=CC(C12)=C 7-methyleneisoindole-1-carboxylic acid methyl ester hydrochloride